8-(2,6-difluorophenyl)-N-(4-(piperazin-1-yl)phenyl)pyrido[3,4-d]pyrimidin-2-amine FC1=C(C(=CC=C1)F)C1=NC=CC2=C1N=C(N=C2)NC2=CC=C(C=C2)N2CCNCC2